C(#CCCCCCCCCCC)O 1-dodecynol